((cis)-3-(methylamino)cyclobutyl)carbamic acid benzyl ester hydrochloride Cl.C(C1=CC=CC=C1)OC(N[C@@H]1C[C@@H](C1)NC)=O